3-methyl-1-[(1S,4S)-2-oxa-5-azabicyclo[2.2.1]heptane-5-carbonyl]-1H-imidazol-3-ium iodide [I-].C[N+]1=CN(C=C1)C(=O)N1[C@@H]2CO[C@H](C1)C2